4-((3,5-di(pyridin-4-yl)benzyl)oxy)-4-oxobutanoic acid N1=CC=C(C=C1)C=1C=C(COC(CCC(=O)O)=O)C=C(C1)C1=CC=NC=C1